CC(C=O)(C)N1CCOCC1 2-methyl-2-(4-morpholinyl)-1-propanone